N-(propoxymethyl)acrylamide hex-yl-2-hexyldecanoate C(CCCCC)OC(C(CCCCCCCC)CCCCCC)=O.C(CC)OCNC(C=C)=O